N,N,α-Trimethyl-10H-phenothiazine-10-ethanamine CN(C(CN1C2=CC=CC=C2SC=2C=CC=CC12)C)C